[N+](=O)([O-])C=1C=C(C=CC1)C1=NC=CC2=C1NC1=CC=C(C=C21)F 1-(3-nitrophenyl)-6-fluoro-9H-pyrido[3,4-b]indole